C/C(/C=C/CC=C)=C/CC=C(C)C (4E,6Z)-6,10-dimethylundeca-1,4,6,9-tetraene